(4-(1-(2,6-dichlorophenyl)azetidin-3-yl)-2,6-dimethylbenzyl)piperidine-4-carboxylic acid ClC1=C(C(=CC=C1)Cl)N1CC(C1)C1=CC(=C(CN2CCC(CC2)C(=O)O)C(=C1)C)C